O=C1C(C(C2=CC(=CC=C12)C(=O)C=1C=C2C(C(C(C2=CC1)=O)C(CSC1=CC=NC=C1)=O)=O)=O)C(CSC1=CC=NC=C1)=O 5-{1,3-dioxo-2-[2-(pyridin-4-ylsulfanyl)acetyl]-2,3-dihydro-1H-indene-5-carbonyl}-2-[2-(pyridin-4-ylsulfanyl)acetyl]-2,3-dihydro-1H-indene-1,3-dione